tertbutyl (1-(2'-((4-((2-(piperidin-1-yl)ethyl)carbamoyl)phenyl)ethynyl)-4'-(3-(2-(pyridin-3-yl)ethyl)ureido)-[1,1'-biphenyl]-3-carbonyl)pyrrolidin-3-yl)carbamate N1(CCCCC1)CCNC(=O)C1=CC=C(C=C1)C#CC1=C(C=CC(=C1)NC(=O)NCCC=1C=NC=CC1)C1=CC(=CC=C1)C(=O)N1CC(CC1)NC(OC(C)(C)C)=O